O=C(CC1CC(NC1)C(=O)O)NC1=CC=C(C=C1)C1=C(C=CC=C1)C(F)(F)F 4-(2-oxo-2-((2'-(trifluoromethyl)-[1,1'-biphenyl]-4-yl)amino)ethyl)pyrrolidine-2-carboxylic acid